carbamic acid methyl ester HCl Cl.COC(N)=O